FC(C(=O)O)(F)F.CN(C12CC(C1)(C2)N)C=2C1=C(N=CN2)NC=C1 N1-Methyl-N1-(7H-pyrrolo[2,3-d]pyrimidin-4-yl)bicyclo[1.1.1]pentane-1,3-diamine 2,2,2-trifluoroacetate